N-(4-([1,1'-biphenyl]-4-yl)-2-nitronaphthalen-1-yl)acetamide C1(=CC=C(C=C1)C1=CC(=C(C2=CC=CC=C12)NC(C)=O)[N+](=O)[O-])C1=CC=CC=C1